N1C=CC=2C1=NC=CC2C2=CC=C(C=C2)NC(C(=CC2CCOCC2)N)=O N-(4-(1H-Pyrrolo[2,3-b]pyridin-4-yl)phenyl)-2-amino-3-(tetrahydro-2H-pyran-4-yl)propenamide